Acetyl-7a-Methyloctahydro-1H-Inden-4-ol C(C)(=O)C1CCC2C(CCCC12C)O